S(=O)(=O)(O)C1C(=O)N(C(C1)=O)OC(CCCCCNC1=C(C=C(C=C1)N=[N+]=[N-])[N+](=O)[O-])=O 6-(4'-azido-2'-nitrophenylamino)caproic acid sulfosuccinimidyl ester